C(C)(C)(C)OC(NC12CCC(CC1)(CC2)CCC(=O)O)=O (4-(2-carboxyethyl)bicyclo[2.2.2]oct-1-yl)carbamic acid tert-butyl ester